5-(2,6-dichloro-4-nitrophenoxy)-3-ethyl-1-((2-(trimethylsilyl)ethoxy)methyl)-1H-indazole ClC1=C(OC=2C=C3C(=NN(C3=CC2)COCC[Si](C)(C)C)CC)C(=CC(=C1)[N+](=O)[O-])Cl